2-Cyanoethyl O-methyl-N-(2-((S)-5-oxo-1-(2,3,5-trifluorobenzyl)pyrrolidin-2-yl)acetyl)-L-threoninate CO[C@@H]([C@H](NC(C[C@H]1N(C(CC1)=O)CC1=C(C(=CC(=C1)F)F)F)=O)C(=O)OCCC#N)C